(R)-2-((1H-pyrrolo[2,3-b]pyridin-5-yl)oxy)-4-(4-(2,3-dihydro-1H-inden-1-yl)piperazin-1-yl)-N-((3-nitrophenyl)sulfonyl)benzamide N1C=CC=2C1=NC=C(C2)OC2=C(C(=O)NS(=O)(=O)C1=CC(=CC=C1)[N+](=O)[O-])C=CC(=C2)N2CCN(CC2)[C@@H]2CCC1=CC=CC=C21